FC=1C=CC2=C(NC(=N2)N2C=NC3=C2C=CC(=C3)OC)C1 6'-fluoro-5-methoxy-1'H-1,2'-bibenzo[d]imidazole